2-(2,6-dioxo-3-piperidinyl)-5-[4-[[1-[2-[(2S)-2-methylpiperazin-1-yl]ethyl]-4-piperidinyl]methyl]piperazin-1-yl]isoindoline-1,3-dione O=C1NC(CCC1N1C(C2=CC=C(C=C2C1=O)N1CCN(CC1)CC1CCN(CC1)CCN1[C@H](CNCC1)C)=O)=O